C(C(CCCC)N1CCNCCCNCCNCCC1)N1CCNCCCNCCNCCC1 (1,2-hexanediyl)bis-1,4,8,11-tetraazacyclotetradecane